C1(CC1)C1=CC=C(C=C1)C1=C2C(=NNC2=CC=C1)N 4-(4-Cyclopropylphenyl)-1H-indazol-3-amine